(6S)-N-(2-amino-3-fluoro-4-((4-hydroxybenzyl)amino)phenyl)-6,7-difluoroheptanamide NC1=C(C=CC(=C1F)NCC1=CC=C(C=C1)O)NC(CCCC[C@@H](CF)F)=O